C(C(C)(C)C)(=O)OCOC[C@H]1O[C@H]([C@]([C@@H]1OC(C(C)C)=O)(C)F)N1C2=NC(=NC(=C2N=C1)NC)N (((2R,3R,4R,5R)-5-(2-amino-6-(methylamino)-9H-purin-9-yl)-4-fluoro-3-(isobutyryloxy)-4-methyltetrahydrofuran-2-yl)methoxy)methyl pivalate